ethyl 2-oxocyclohexane-1-carboxylate O=C1C(CCCC1)C(=O)OCC